(6S)-N-[(3S)-9-fluoro-2-oxo-5-phenyl-1,3-dihydro-1,4-benzodiazepine-3-yl]-2-(2-fluorophenyl)-6-(hydroxymethyl)-6,7-dihydro-5H-pyrazolo[5,1-b][1,3]Oxazine-3-carboxamide FC1=CC=CC=2C(=N[C@@H](C(NC21)=O)NC(=O)C=2C(=NN1C2OC[C@@H](C1)CO)C1=C(C=CC=C1)F)C1=CC=CC=C1